COC1=CC=C(COCOC(=O)N2CC3C(N4CCOC=5N=C6C=C(C=CC6=C(C45)N3CC2)C=2C=C3C=CN(C3=CC2)C)=O)C=C1 (((4-methoxybenzyl)oxy)methyl)-11-(1-methyl-1H-Indol-5-yl)-5-oxo-1,2,4a,5,6,7-hexahydro-8-oxa-3,5a,9,13c-tetraazanaphtho[3,2,1-de]anthracene-3(4H)-carboxylate